CC=1OC=CC1SC1OCCC1 methyl-3-((tetrahydrofuran-2-yl)thio)furan